6-[4-(cyclopropylmethylamino)-3-methyl-phenyl]pyridine-3-carboxylic acid methyl ester COC(=O)C=1C=NC(=CC1)C1=CC(=C(C=C1)NCC1CC1)C